FC=1C=C(C=CC1OC1=NC=CC(=N1)C)C=1C(=NC(=NC1)NC=1C=NN(C1)C)C=1C=C(C=CC1)NC(C=C)=O N-(3-(5-(3-fluoro-4-((4-methylpyrimidin-2-yl)oxy)phenyl)-2-((1-methyl-1H-pyrazole-4-yl)amino)pyrimidin-4-yl)phenyl)acrylamide